O1CCN(CC1)C1=CN=CC(=N1)NC1=NC=CC(=C1)COC1=CC=C(C2=CC=CC=C12)NC(N)=O 3-(4-((2-((6-morpholinopyrazin-2-yl)amino)pyridin-4-yl)methoxy)naphthalen-1-yl)urea